C(#N)CC1=CC=C(C=C1)NC(=O)C1CC(CCC1C(C)C)C menthyl-carboxylic acid-N-(4-cyanomethylphenyl) amide